N-methyl-1-(3-(2-oxopyrrolidin-1-yl)propyl)aziridine-2-carboxamide CNC(=O)C1N(C1)CCCN1C(CCC1)=O